3-cyclobutyl-1-phenyl-4-{4-[(pyrrolidin-1-yl)methyl]piperidin-1-yl}-1H-pyrazolo[3,4-b]pyridine-6-carboxylic acid C1(CCC1)C1=NN(C2=NC(=CC(=C21)N2CCC(CC2)CN2CCCC2)C(=O)O)C2=CC=CC=C2